5-(2,2-difluoroethoxy)-3,6-difluoro-N,N-bis[(4-methoxyphenyl)methyl]pyridin-2-amine FC(COC=1C=C(C(=NC1F)N(CC1=CC=C(C=C1)OC)CC1=CC=C(C=C1)OC)F)F